ClC=1C=C2C(=NC=NC2=C(C1)C(F)(F)F)N(C)[C@@H](C)C=1N(N=CN1)C1=NC=NC(=C1)I 6-chloro-N-[(1S)-1-[2-(6-iodopyrimidin-4-yl)-1,2,4-triazol-3-yl]ethyl]-N-methyl-8-(trifluoromethyl)quinazolin-4-amine